C(C)(C)(C)OC(N[C@@H](CC=C)C1=CC(=CC=C1)C1=C(C=NN1C(F)F)NC([C@@H](C=C)C)=O)=O N-[(1S)-1-{3-[1-(difluoromethyl)-4-[(2R)-2-methylbut-3-eneamido]-1H-pyrazol-5-yl]phenyl}but-3-en-1-yl]carbamic acid tert-butyl ester